CN(C(=O)NC)CCO N,N'-dimethyl-N-hydroxyethyl-urea